[Na+].FC1=CC(=CC2=C1N=CS2)S(=O)[O-] 4-fluorobenzo[d]Thiazole-6-sulfinic acid sodium salt